O(C1=CC=CC=C1)C1=CC=C(C=C1)NC1(C(C=CC=C1)C)C1=CC=C(C=C1)C(F)(F)F N-(4-phenoxyphenyl)-1-(4-(trifluoromethyl)phenyl)toluidine